NC1=C(C=CC=C1)N(C1=NC(=NC=C1C(F)(F)F)N[C@@H]1CNCCC1)C N4-(2-aminophenyl)-N4-methyl-N2-[(3S)-piperidin-3-yl]-5-(trifluoromethyl)pyrimidin-2,4-diamine